BrC1=CC=C(C=C1)C1=NN(C(=C1C1CCC1)NC(CC(C)(C)C)=O)C N-(3-(4-bromophenyl)-4-cyclobutyl-1-methyl-1H-pyrazol-5-yl)-3,3-dimethylbutanamide